OC(CN1CCC(CC1)C)COC 1-(2-hydroxy-3-methoxypropyl)-4-methylpiperidine